2-(naphthalen-1-yl)-5,6,7,8-tetrahydro-10H-oxazolo[5,4-d]pyrido[1,2-a]pyrimidin-10-one C1(=CC=CC2=CC=CC=C12)C=1OC=2N=C3N(C(C2N1)=O)CCCC3